FC(C(=O)O)(F)F.FC1(CNCC12CN(C2)C(=O)C2=C1N(C=3C=CC=CC23)CCC1)F (8,8-difluoro-2,6-diazaspiro[3.4]octan-2-yl)(2,3-dihydro-1H-pyrrolo[1,2-a]indol-9-yl)methanone trifluoroacetate